C1N(CC[C@@]12CNCC2)CC(=O)N 2-((S)-2,7-Diazaspiro[4.4]Nonan-2-Yl)Acetamide